C(C=C)(=O)N1C[C@@H](N(CC1)C=1C2=C(N(C(N1)=O)C=1C(=NC=CC1SC)C(C)C)N=C(C(=C2)F)C2=C(C=CC=C2F)N)C 4-((S)-4-acryloyl-2-Methylpiperazin-1-yl)-7-(2-amino-6-fluorophenyl)-6-fluoro-1-(2-isopropyl-4-(methylthio)pyridin-3-yl)Pyrido[2,3-d]pyrimidin-2(1H)-one